((1S,4R)-7-amino-2-azabicyclo[2.2.1]heptan-2-yl)(2-(1-(cyclopropylmethyl)-5-((E)-4-(trifluoromethyl)styryl)-1H-indol-2-yl)-7-methoxy-1-methyl-1H-benzo[d]imidazol-5-yl)methanone NC1[C@H]2N(C[C@H]1CC2)C(=O)C2=CC1=C(N(C(=N1)C=1N(C3=CC=C(C=C3C1)\C=C\C1=CC=C(C=C1)C(F)(F)F)CC1CC1)C)C(=C2)OC